FC(C(=O)O)(F)F.C[C@@H]1CN(C[C@@H](N1)C)C1=C2C(=NC=C1)N(CC2)C(=O)NC=2C=C(C=1N(C2)C=C(N1)C)F 4-((3R,5S)-3,5-dimethylpiperazin-1-yl)-N-(8-fluoro-2-methylimidazo[1,2-a]pyridin-6-yl)-2,3-dihydro-1H-pyrrolo[2,3-b]pyridine-1-carboxamide 2,2,2-trifluoroacetate